(((tert-butyldimethylsilyl) oxy) methyl)-2-azabicyclo[2.1.1]hexane-2-carboxylate [Si](C)(C)(C(C)(C)C)OCOC(=O)N1C2CC(C1)C2